(tert-butyl 2-(8-methoxyimidazo[1,5-a]pyridin-3-yl) propan-2-yl) carbamate C(N)(OC(C)(CC(C)(C)C)C1=NC=C2N1C=CC=C2OC)=O